N1CCC(CC1)C(CN1CCN(CC1)C1=CC=C(C=C1)C1C(NC(CC1)=O)=O)C 3-(4-(4-(2-(piperidin-4-yl)propyl)piperazin-1-yl)phenyl)piperidine-2,6-dione